ClC=1C=CC(=C(C1)CC(=O)NC=1SC=CN1)OC 2-(5-chloro-2-methoxy-phenyl)-N-thiazol-2-yl-acetamide